C(C)P1(CC(=CC1)C)=S 1-ethyl-3-methyl-3-phospholine-1-sulfide